1-((5-(5-(difluoromethyl)-1,3,4-oxadiazole-2-yl)pyridine-2-yl)methyl)-6-fluoro-3-methyl-5-(5-methylfuran-2-yl)-1,3-dihydro-2H-benzo[d]imidazole-2-one FC(C1=NN=C(O1)C=1C=CC(=NC1)CN1C(N(C2=C1C=C(C(=C2)C=2OC(=CC2)C)F)C)=O)F